O-(((1s,4s)-4-hydroxy-4-methylcyclohexyl)methyl) S-methyl carbonodithioate C(OCC1CCC(CC1)(C)O)(=S)SC